ON1[C@@H]2CC[C@H](N(C1=O)C2)C(NC(CC)=O)=N N-(((2S,5R)-6-hydroxy-7-oxo-1,6-diazabicyclo[3.2.1]oct-2-yl)(imino)methyl)propanamide